CC1(CC2=CC=C(C=C2C1)C)C(C)=O 1-(2,5-dimethyl-2,3-dihydro-1H-inden-2-yl)ethan-1-one